N-(3-(2-ethynylthiazol-4-yl)-2-methylcyclopent-2-en-1-yl)-5-((3aS,4S,6aR)-2-oxohexahydro-1H-thieno[3,4-d]imidazol-4-yl)pentanamide C(#C)C=1SC=C(N1)C1=C(C(CC1)NC(CCCC[C@@H]1SC[C@@H]2NC(N[C@@H]21)=O)=O)C